N-[2-[2-[2-[2-[3-[2,3-bis[(Z)-octadec-9-enoxy]propyl-octyl-amino]-3-oxo-propoxy]ethoxy]ethoxy]ethoxy]ethyl]-1H-imidazole-4-carboxamide C(CCCCCCC\C=C/CCCCCCCC)OC(CN(C(CCOCCOCCOCCOCCNC(=O)C=1N=CNC1)=O)CCCCCCCC)COCCCCCCCC\C=C/CCCCCCCC